3-(((R)-1-(methyl-d3)pyrrolidin-2-yl)methyl)-1H-indol-4-yl (S)-3-(aminomethyl)-5-methylhexanoate NC[C@H](CC(=O)OC1=C2C(=CNC2=CC=C1)C[C@@H]1N(CCC1)C([2H])([2H])[2H])CC(C)C